OC1CN(CC1F)C1=NC=C(C(=O)NC2=CC=C(C=C2)OC(F)(F)Cl)C=C1C=1C=NSC1 6-(3-hydroxy-4-fluoropyrrolidin-1-yl)-5-(isothiazol-4-yl)-N-(4-(chlorodifluoromethoxy)phenyl)nicotinamide